FC1=C(C=CC(=C1)N1C(C2=C(N=C(N=C2)SC)C(=C1)C)=O)C(S(=O)(=O)N)C1=CC=C(C=C1)F (2-fluoro-4-(8-methyl-2-(methylthio)-5-oxopyrido[4,3-d]pyrimidin-6(5H)-yl)phenyl)-1-(4-fluorophenyl)methanesulfonamide